FC1=CC=C(C=C1)C1=C(C=CC=C1)NC1=CC=C(C=C1)C1=NN=C(S1)NC(C)=O N-(5-[4-({4'-fluoro-[1,1'-biphenyl]-2-yl}amino)phenyl]-1,3,4-thiadiazol-2-yl)acetamide